1-[6-((S)-3-Methyl-pyrrolidin-1-yl)-pyridin-3-ylmethyl]-1H-pyrazole-4-carboxylic acid lithium salt [Li+].C[C@@H]1CN(CC1)C1=CC=C(C=N1)CN1N=CC(=C1)C(=O)[O-]